N-(3-((((3R,4R)-4-hydroxytetrahydrofuran-3-yl)amino)methyl)pyridin-2-yl)pivalamide O[C@@H]1[C@@H](COC1)NCC=1C(=NC=CC1)NC(C(C)(C)C)=O